1-(((S)-1-((R)-3-Cyclohexyl-2-methylpropanoyl)-4-hydroxy-3,3-dimethylpiperidin-4-yl)methyl)-5-((S)-2-(hydroxymethyl)piperazine-1-carbonyl)-4-phenylpyridin C1(CCCCC1)C[C@H](C(=O)N1CC([C@](CC1)(O)CN1CC=C(C(=C1)C(=O)N1[C@@H](CNCC1)CO)C1=CC=CC=C1)(C)C)C